6-(Azetidin-1-yl)-4-fluoro-N-(3-methoxypyridine-2-sulfonyl)-1-benzofuran-2-carboxamide N1(CCC1)C1=CC2=C(C=C(O2)C(=O)NS(=O)(=O)C2=NC=CC=C2OC)C(=C1)F